C1(CCCC(CCC)O1)=O delta-caprylolactone